OC1(COC1)C#CC1=CC2=C(OC[C@@H](C(N2C)=O)NC(C2=NC=CC(=C2)CC2=NC(=CC=C2)O)=O)C=C1 (S)-N-(7-((3-Hydroxyoxetan-3-yl)ethynyl)-5-methyl-4-oxo-2,3,4,5-tetrahydrobenzo[b][1,4]oxazepin-3-yl)-4-((6-hydroxypyridin-2-yl)methyl)picolinamid